BrCOC1=C(C(=O)NC2=NC(=NS2)C)C=CC=C1 2-(bromomethoxy)-N-(3-methyl-1,2,4-thiadiazol-5-yl)benzamide